[Cl-].C[N+](CCCCCCCCCCCC)(CC=C)CC=C N-methyl-N,N-diallyl-N-dodecyl-ammonium chloride